methylamine hydrochloride Cl.CN